NC=1C2=C(N=CN1)N(C=C2C2=CC(=C(C=C2)NC(=O)NC2=CC(=C(C=C2)C(=O)N2CCN(CC2)C)C(F)(F)F)F)C2CC2 1-(4-(4-amino-7-cyclopropyl-7H-pyrrolo[2,3-d]pyrimidin-5-yl)-2-fluorophenyl)-3-(4-(4-methylpiperazine-1-carbonyl)-3-(trifluoromethyl)phenyl)urea